tert-Butyl 3-((tert-butoxycarbonyl)amino)-5-(trans-3-(4-(trifluoromethyl)phenyl)cyclobutoxy)-1H-indole-1-carboxylate C(C)(C)(C)OC(=O)NC1=CN(C2=CC=C(C=C12)O[C@@H]1C[C@H](C1)C1=CC=C(C=C1)C(F)(F)F)C(=O)OC(C)(C)C